N[S@@](=O)(C1=CC=C(C=C1)CO[Si](C)(C)C(C)(C)C)=NC(OC(C)(C)C)=O tert-butyl (S)-(amino(4-(((tert-butyldimethylsilyl)oxy)methyl)phenyl)(oxo)-λ6-sulfanylidene)-carbamate